4-(2,2-dimethylpiperazine-1-carbonyl)-6-methoxypyrimidine 1-oxide CC1(N(CCNC1)C(=O)C1=NC=[N+](C(=C1)OC)[O-])C